2-Bromo-4-methylsulfanyl-pyrimidine BrC1=NC=CC(=N1)SC